tert-butyl 5-(6-(methoxycarbonyl) pyridin-3-yl)-2,5-diazabicyclo[4.1.0]heptane-2-carboxylate COC(=O)C1=CC=C(C=N1)N1CCN(C2CC12)C(=O)OC(C)(C)C